5-azaspiro[2.5]octane C1CC12CNCCC2